N-methyl-1,2,4-triazole CN1N=CN=C1